ClC=1C=C(C=CC1)N1C(N(C(C1)=O)CC1=CC(=C(OC(C(=O)O)(C)C)C(=C1)C)C)=O 4-((3-(3-Chlorophenyl)-2,5-dioxoimidazolidin-1-yl)methyl)-2,6-dimethylphenoxy-2-methylpropionic acid